FC(OC[C@H]1N(C[C@H](C1)N1C=NC(=C1)C(F)(F)F)C1=CC=C(C(=O)OC)C=C1)F methyl 4-((2S,4S)-2-((difluoromethoxy)methyl)-4-(4-(trifluoromethyl)-1H-imidazol-1-yl)pyrrolidin-1-yl)benzoate